cis-8-dimethylamino-3-(4-methyl-2-morpholin-4-yl-pyrimidin-5-yl)-8-thiophen-2-yl-1,3-diazaspiro[4.5]decan-2-one CN(C1(CCC2(CN(C(N2)=O)C=2C(=NC(=NC2)N2CCOCC2)C)CC1)C=1SC=CC1)C